5-(thien-3-yl)pyridin-2-amine S1C=C(C=C1)C=1C=CC(=NC1)N